O1N=CC(=C1)C=1N=C(C(=NC1)NC(=O)C=1C(=NOC1C)C1=CC=CC=C1)OC (5-isoxazol-4-yl-3-methoxy-pyrazin-2-yl)-5-methyl-3-phenyl-isoxazole-4-carboxamide